ClC1=CC(=C(C=C1F)[C@H](NC(=O)[C@@H]1N([C@@H]2C[C@@H]2C1)C(C1=CC(=CC=C1)S(=O)(=O)C)=O)C1COC1)F (1R,3R,5R)-N-((R)-(4-chloro-2,5-difluorophenyl)(3-oxetanyl)methyl)-2-(3-(methylsulfonyl)benzoyl)-2-azabicyclo[3.1.0]hexane-3-carboxamide